C1(=CC=CC=C1)NC(=O)OC(C(=O)O)CN1N=CC=C1 2-[(phenylcarbamoyl)oxy]-3-(1H-pyrazol-1-yl)propionic acid